octane-8-carboxylic acid acetoxymethyl ester C(C)(=O)OCOC(=O)CCCCCCCC